N-[4-fluoro-5-[6-(oxan-4-yloxy)pyridin-3-yl]-2-[rac-(3R,5S)-3,4,5-trimethylpiperazin-1-yl]phenyl]-6-methoxy-4-(trifluoromethyl)pyridine-3-carboxamide FC1=CC(=C(C=C1C=1C=NC(=CC1)OC1CCOCC1)NC(=O)C=1C=NC(=CC1C(F)(F)F)OC)N1C[C@H](N([C@H](C1)C)C)C |r|